2-[4-(3-bromo-2-methyl-phenoxy)cyclohexyl]-N-methoxy-N-methyl-acetamide BrC=1C(=C(OC2CCC(CC2)CC(=O)N(C)OC)C=CC1)C